(S)-6-(4-(3-(4-methylfuran-2-yl)isoxazolidine-2-carbonyl)piperidin-1-yl)pyrimidine-4-carbonitrile CC=1C=C(OC1)[C@H]1N(OCC1)C(=O)C1CCN(CC1)C1=CC(=NC=N1)C#N